NC1=NC=C(C2=C1C(=C(S2)C2=CC=C(C=C2)NC(C=CC)=O)C2=CC(=C(C=C2)OC2=NC=CC(=N2)C)C(F)(F)F)C(=O)N 4-amino-2-(4-methylacrylamidophenyl)-3-(4-((4-methylpyrimidin-2-yl)oxy)-3-(trifluoromethyl)phenyl)thieno[3,2-c]pyridine-7-carboxamide